lauronitrile C(CCCCCCCCCCC)#N